NC=1C=2N(C=CN1)C(=NC2C2=CN(C1=CC=CC=C21)C)[C@@H]2CN(CC2)C(C=C)=O (S)-1-(3-(8-amino-1-(N-methylindol-3-yl)imidazo[1,5-a]pyrazin-3-yl)pyrrolidin-1-yl)prop-2-en-1-one